(tert-butoxycarbonyl)glutamic acid C(C)(C)(C)OC(=O)N[C@@H](CCC(=O)O)C(=O)O